NC(C(=O)N1CC2=NN(C=C2C1)S(=O)(=O)C1=CC2=C(N=CS2)C=C1)C=1C(=NC=CC1)C 2-amino-1-[2-(1,3-benzothiazole-6-sulfonyl)-4H,6H-pyrrolo[3,4-c]pyrazol-5-yl]-2-(2-methylpyridin-3-yl)ethanone